COC(C1=CC(=CC(=C1)C(N(C)OC)=O)Cl)=O 3-Chloro-5-[methoxy(methyl)carbamoyl]benzoic acid methyl ester